3-(5-amino-8-(2-aminopyridin-4-yl)-2-(2-(2-aminopyridin-4-yl)-6-fluorobenzyl)-[1,2,4]triazolo[1,5-c]pyrimidin-7-yl)benzonitrile NC1=NC(=C(C=2N1N=C(N2)CC2=C(C=CC=C2F)C2=CC(=NC=C2)N)C2=CC(=NC=C2)N)C=2C=C(C#N)C=CC2